rac-ethyl N-{5-[(3-tert-butyl-1,2,4-oxadiazol-5-yl)carbonyl]-4-chloro-1,3-thiazol-2-yl}-N-(4-fluorophenyl)alaninate C(C)(C)(C)C1=NOC(=N1)C(=O)C1=C(N=C(S1)N([C@@H](C)C(=O)OCC)C1=CC=C(C=C1)F)Cl |r|